ClC1=C(OC2=CC=C(C=C2)NNC(=O)C=2C(=NN(C2)C)C(F)F)C=CC=C1Cl N'-(4-(2,3-dichlorophenoxy)phenyl)-3-(difluoromethyl)-1-methyl-1H-pyrazole-4-hydrazide